1-(6-amino-3-(trifluoromethyl)pyridin-2-yl)-N-(5-chloro-6-(2H-1,2,3-triazol-2-yl)pyridin-3-yl)-5-(trifluoromethyl)-1H-pyrazole-4-carboxamide NC1=CC=C(C(=N1)N1N=CC(=C1C(F)(F)F)C(=O)NC=1C=NC(=C(C1)Cl)N1N=CC=N1)C(F)(F)F